6-iodo-2-((1-methylpiperidin-4-yl)oxy)quinazoline IC=1C=C2C=NC(=NC2=CC1)OC1CCN(CC1)C